methyl (4-(1,1-dioxidothiomorpholino)-3,5-difluorophenyl)carbamate O=S1(CCN(CC1)C1=C(C=C(C=C1F)NC(OC)=O)F)=O